2-(3-methoxyphenyl)aniline COC=1C=C(C=CC1)C1=C(N)C=CC=C1